3-Fluoro-1-methoxy-5-[(2-methylphenyl)ethynyl]-2-isopropylbenzene FC=1C(=C(C=C(C1)C#CC1=C(C=CC=C1)C)OC)C(C)C